ClC1=C(C=2C=3C(=C(C4=C(C3NC2C(=C1[2H])[2H])C1=C(O4)C(=C(C(=C1[2H])[2H])[2H])[2H])[2H])[2H])[2H] 9-Chloro-12H-benzofuro[3,2-a]carbazole-1,2,3,4,6,7,8,10,11-d9